(rac)-5-[5',6'-dihydrospiro[pyrrolidine-3,4'-pyrrolo[1,2-b]pyrazol]-2'-yl]-3-(trifluoromethoxy)pyridin-2-amine N=1N2C(=CC1C=1C=C(C(=NC1)N)OC(F)(F)F)[C@]1(CC2)CNCC1 |r|